[Cl-].C(C=C)[N+](CC)(CC)CC=C Diallyldiethylammonium chlorid